C(C)(C)(C)OC(=O)C1CCN(CC1)CCN1[C@H](CN(CC1)C(=O)OCC1=CC=CC=C1)C benzyl (3S)-4-[2-(4-tert-butoxycarbonyl-1-piperidyl)ethyl]-3-methyl-piperazine-1-carboxylate